C1N=CC(=C2N1C=CC=C2)C#N pyrido[1,2-c]pyrimidine-4-carbonitrile